(5S)-8-chloro-N-(4-fluorobenzyl)-N-methyl-1-[trans-4-(pyridin-2-yloxy)cyclohexyl]-5,6-dihydro-4H-[1,2,4]triazolo[4,3-a][1]benzazepin-5-amine ClC=1C=CC2=C(C[C@@H](CC=3N2C(=NN3)[C@@H]3CC[C@H](CC3)OC3=NC=CC=C3)N(C)CC3=CC=C(C=C3)F)C1